COC(=O)C=1C=C(C=CC1C(=O)OC)C1=CC(=C(C=C1)C(=O)OC)C(=O)OC 3,3',4,4'-biphenyltetracarboxylic acid tetramethyl ester